1-(3-(3-(4-methoxybenzyl)-2,4-dioxotetrahydropyrimidin-1(2H)-yl)benzo[d]isoxazol-6-yl)azetidine-3-carbaldehyde COC1=CC=C(CN2C(N(CCC2=O)C2=NOC3=C2C=CC(=C3)N3CC(C3)C=O)=O)C=C1